cytidine isobutyrate C(C(C)C)(=O)OC[C@@H]1[C@H]([C@H]([C@@H](O1)N1C(=O)N=C(N)C=C1)O)O